N-(4-((2-(1,1-difluoroethyl)-6-methylpyrimidin-4-yl)amino)-5-((5-methyl-1,3,4-thiadiazol-2-yl)methoxy)pyridin-2-yl)acetamide FC(C)(F)C1=NC(=CC(=N1)NC1=CC(=NC=C1OCC=1SC(=NN1)C)NC(C)=O)C